(3R,5R)-3-cyclopropyl-5-methyl-2-oxopyrrolidine-3-carbonitrile C1(CC1)[C@@]1(C(N[C@@H](C1)C)=O)C#N